N-(3-(4-(4-chloro-2-fluorophenyl)-1H-imidazol-1-yl)bicyclo[1.1.1]Pent-1-yl)-2-(3-cis-(trifluoromethoxy)cyclobutoxy)acetamide ClC1=CC(=C(C=C1)C=1N=CN(C1)C12CC(C1)(C2)NC(COC2(CCC2)OC(F)(F)F)=O)F